5-methoxy-2,3,6,7-tetrahydro-1H-1,4-diazepine-1-carboxylic acid tert-butyl ester C(C)(C)(C)OC(=O)N1CCN=C(CC1)OC